FC=1C=C(C=CC1F)C1=CC=CC(=N1)S(=O)(=O)C1=CC=C(C=C1)CNC(=O)C=1C=CC=2N(C1)C=CN2 N-({4-[6-(3,4-difluorophenyl)pyridine-2-sulfonyl]phenyl}methyl)imidazo[1,2-a]pyridine-6-carboxamide